FC1=CC(=C(C=C1)NC1=C(C(=O)O)C=CC(=C1)OC(F)(F)F)C(C)C 2-((4-fluoro-2-isopropylphenyl)amino)-4-(trifluorometh-oxy)benzoic acid